(6R)-5-((3-(5-azaspiro[2.3]hex-5-ylsulfonyl)phenyl)carbonyl)-N-(4-(trifluoromethyl)benzyl)-5-azaspiro[2.4]heptane-6-carboxamide C1CC12CN(C2)S(=O)(=O)C=2C=C(C=CC2)C(=O)N2CC1(CC1)C[C@@H]2C(=O)NCC2=CC=C(C=C2)C(F)(F)F